CN(C)C=CC1=C(C=CC=C1[N+](=O)[O-])Cl N,N-dimethyl-2-chloro-6-nitrostyrylamine